CC(CCCC1=C(C=C(C=C1)OC)N1CCC(CC1)COC=1C=C(C=CC1)C[C@H](CC)P(O)(=O)C)(C)C ((S)-1-(3-((1-(2-(4,4-dimethylpentyl)-5-methoxyphenyl)piperidin-4-yl)methoxy)phenyl)butan-2-yl)(methyl)phosphinic acid